ClC=1C2=CN(N=C2C(=C(C1)C1=CC=C(C=C1)N1CCN(CC1)C(=O)OC(C)(C)C)F)C(C(NC=1SC=CN1)=O)C1=C2N(C=N1)CCC2 tert-Butyl 4-(4-(4-chloro-2-(1-(6,7-dihydro-5H-pyrrolo[1,2-c]imidazol-1-yl)-2-oxo-2-(thiazol-2-ylamino)ethyl)-7-fluoro-2H-indazol-6-yl)phenyl)piperazine-1-carboxylate